C(CCCCCC)OCCCOCCCCCCC 1,3-bis(heptoxy)propane